N4-(3'-(benzyloxy)-2'-(1,3-dioxolan-2-yl)-[1,1'-biphenyl]-3-yl)-5-chloro-N2-(2-methoxy-4-(4-(4-methylpiperazin-1-yl)piperidin-1-yl)phenyl)pyrimidine-2,4-diamine C(C1=CC=CC=C1)OC=1C(=C(C=CC1)C1=CC(=CC=C1)NC1=NC(=NC=C1Cl)NC1=C(C=C(C=C1)N1CCC(CC1)N1CCN(CC1)C)OC)C1OCCO1